thiazine 1,1-dioxide S1(NC=CC=C1)(=O)=O